FC1=CC=C(C=C1)C(=O)[C@H]1[C@@H]([C@@H](C1)C1=NC=CC=C1)C1=CC=CC=C1 (4-fluorophenyl)((1R,2R,3R)-2-phenyl-3-(pyridin-2-yl)cyclobutyl)methanone